C(C1=CC=CC=C1)NC(N(C1CCC(CC1)NC1=NC=C(C=C1)C#N)C=1C=C(C=C(C1)Br)NC(C=C)=O)=O N-(3-(3-benzyl-1-((1r,4r)-4-((5-cyanopyridin-2-yl)amino)cyclohexyl)ureido)-5-bromophenyl)acrylamide